(R/S)-2-(4-Fluorophenyl)-6-methyl-3-(6-methyl-1H-pyrazolo[3,4-b]pyridin-4-yl)-6,7-dihydro-5H-pyrazolo[5,1-b][1,3]oxazine FC1=CC=C(C=C1)C1=NN2C(OC[C@@H](C2)C)=C1C1=C2C(=NC(=C1)C)NN=C2 |r|